Potassium Phosphate Hydrate O.P(=O)([O-])([O-])[O-].[K+].[K+].[K+]